FC1=CC=C(C=C1)[N+]=1[N-]OC(C1)=O (4-fluorophenyl)sydnone